1-(1-cyclohexen-1-yl)ethanone C1(=CCCCC1)C(C)=O